FC1=C(C=CC(=C1)OC1=CC(=NC=C1)N1C[C@H](N([C@H](C1)C)C)C)NC1=NC=NC2=CC(=C(C=C12)OC1CCN(CC1)C(C=C)=O)OC 1-(4-((4-((2-fluoro-4-((2-((3R,5S)-3,4,5-trimethylpiperazin-1-yl)pyridin-4-yl)oxy)phenyl)amino)-7-methoxyquinazolin-6-yl)oxy)piperidin-1-yl)prop-2-en-1-one